3-fluoro-1-(2,2,2-trifluoroethyl)-1H-pyrazole-4-carboxylic acid methyl ester COC(=O)C=1C(=NN(C1)CC(F)(F)F)F